BrC=1C=C2C(=CN(C2=C(C1)[N+](=O)[O-])COCC[Si](C)(C)C)C#N 5-bromo-7-nitro-1-((2-(trimethylsilyl)ethoxy)methyl)-1H-indole-3-carbonitrile